C(#C)C=1C=CC=C2C=CC=C(C12)C1=C(C=C2C(=NC(=NC2=C1F)OC[C@]12CCCN2C[C@@H](C1)F)N1C[C@@H](N(CC1)C(C(=C)F)=O)CC#N)F 2-((2S)-4-(7-(8-ethynylnaphthalen-1-yl)-6,8-difluoro-2-((2R,7aS)-2-fluorotetrahydro-1H-pyrrolizin-7a(5H)-ylmethoxy)quinazolin-4-yl)-1-(2-fluoroacryloyl)piperazin-2-yl)acetonitrile